(R)-N-(5-Methyl-4-(6-(pyrimidin-5-ylamino)imidazo[1,2-a]pyridin-3-yl)pyrimidin-2-yl)quinuclidin-3-amine CC=1C(=NC(=NC1)N[C@H]1CN2CCC1CC2)C2=CN=C1N2C=C(C=C1)NC=1C=NC=NC1